C(C=CC)(=O)OC1=CC=C2C(=CC(OC2=C1C(=O)N1CCCC2=CC=CC=C12)=O)CCC 2-Oxo-4-propyl-8-(1,2,3,4-tetrahydroquinoline-1-carbonyl)-2H-chromen-7-yl 2-butenoate